N-[6-(difluoromethyl)-2-pyridinyl]-7-isopropoxy-2-(4-piperidinyl)imidazo[1,2-a]pyridine-6-carboxamide HCl salt Cl.FC(C1=CC=CC(=N1)NC(=O)C=1C(=CC=2N(C1)C=C(N2)C2CCNCC2)OC(C)C)F